4-((6-(azetidin-3-yloxy)-[1,2,4]triazolo[1,5-a]pyridin-2-yl)amino)-6-(cyclopropanecarboxamido)-N-methylpyridazin-3-carboxamide N1CC(C1)OC=1C=CC=2N(C1)N=C(N2)NC2=C(N=NC(=C2)NC(=O)C2CC2)C(=O)NC